ClC1=CC=C(C=C1)[C@H](C(=O)N1CCN(CC1)C=1C2=C(N=CN1)[C@@H](C[C@H]2C)O)CN2C[C@H](CC2)N(C)C (S)-2-(4-chlorophenyl)-3-((S)-3-(dimethylamino)pyrrolidin-1-yl)-1-(4-((5R,7R)-7-hydroxy-5-methyl-6,7-dihydro-5H-cyclopenta[d]pyrimidin-4-yl)piperazin-1-yl)propan-1-one